C(=O)=C1NC(CCC1N1N=C(C2=C(C=NC=C12)CCC)C)=C=O 3-(1-(2,6-dicarbonylpiperidin-3-yl)-3-methyl-1H-6-azaindazol-4-yl)propane